O=C1NC(CCC1N1C(N(C2=C1C=CC=C2N2CC(C2)O[C@H]2[C@H](CN(CC2)C(=O)OC(C)(C)C)F)C)=O)=O 1-Tert-butyl (3S,4R)-4-[1-[1-(2,6-dioxo-3-piperidyl)-3-methyl-2-oxo-benzimidazol-4-yl] azetidin-3-yl]oxy-3-fluoro-piperidine-1-carboxylate